C(C)OC(CCCCCCC)=O.C(CCCCCCCC)(=O)OCC Ethyl nonanoate Ethyl-octanoate